2-(3-acetyl-5-(2-methylpyrimidin-5-yl)-1H-indazol-1-yl)acetyl-N-(6-bromo-4-methoxypyridin-2-yl)-4-fluoropyrrolidine-2-carboxamide C(C)(=O)C1=NN(C2=CC=C(C=C12)C=1C=NC(=NC1)C)CC(=O)N1C(CC(C1)F)C(=O)NC1=NC(=CC(=C1)OC)Br